C(#N)C1=CC=C(CNC(=O)C2=NN(C=3C(N(CCC32)CC3(CC3)S(=O)(=O)C(C)(C(C(C)(C)NN)O)C)=O)C)C=C1 N-(4-cyanobenzyl)-6-((1-((4-hydrazinyl-3-hydroxy-2,4-dimethylpentan-2-yl)sulfonyl)cyclopropyl)methyl)-1-methyl-7-oxo-4,5,6,7-tetrahydro-1H-pyrazolo[3,4-c]pyridine-3-carboxamide